C(C)(C)(C)C1[C@@]2(CC[C@@H](C1)N2C(=O)O)C=O.O=C[C@@H](O)[C@@H](O)[C@H](O)[C@H](O)CO αE-mannose tert-butyl-(1s,4s)-1-formyl-7-azabicyclo[2.2.1]heptane-7-carboxylate